FC1=C(C=C(C=C1)N1N=CC(=C1)C(C(=O)O)C)C 2-[1-(4-fluoro-3-methylphenyl)pyrazol-4-yl]propanoic acid